rel-N,N-dimethyl-N'-[(3S,4R)-7-methyl-6-oxo-4-({[(1S,4S)-4-(prop-1-yn-1-yl)cyclohexyl]oxy}methyl)-1,3,4,6-tetrahydro-2H-quinolizin-3-yl]sulfuric acid diamide CN(S(N[C@H]1CCC2=CC=C(C(N2[C@H]1COC1CCC(CC1)C#CC)=O)C)(=O)=O)C |o1:4,13|